3-[8-bromo-3-(2,2,2-trifluoroethyl)indolizin-2-yl]prop-2-yn-1-ol BrC1=CC=CN2C(=C(C=C12)C#CCO)CC(F)(F)F